Ethyl (E)-3-(2-nitrothiophen-3-yl)acrylate [N+](=O)([O-])C=1SC=CC1/C=C/C(=O)OCC